1-[4-ethoxy-3-(6,7-dihydro-1-methyl-7-oxo-3-propyl-1H-pyrazolo[4,3-d]pyrimidin-5-yl)phenylsulfonyl]-4-methylpiperazine C(C)OC1=C(C=C(C=C1)S(=O)(=O)N1CCN(CC1)C)C=1NC(C2=C(N1)C(=NN2C)CCC)=O